ClC=1C(=CC=C(C1)C(N(C(C(=O)O)CO)OC)C=1C=NC=C(C1)C#N)O[C@H]1CCC2=C(C=CC=C12)C1=C(C2=C(OCCO2)C=C1)F 5-chloro-2-[(5-cyano-3-pyridyl)methoxy[4-[(1S)-4-(5-fluoro-2,3-dihydro-1,4-benzodioxin-6-yl)indan-1-yl]oxy-phenyl]methylamino]-3-hydroxy-propanoic acid